tert-butyl 3-fluoro-4-[[(2R,6R)-4-(8-iodo-5-quinolyl)-6-methyl-morpholine-2-carbonyl]amino]pyrrolidine-1-carboxylate FC1CN(CC1NC(=O)[C@H]1CN(C[C@H](O1)C)C1=C2C=CC=NC2=C(C=C1)I)C(=O)OC(C)(C)C